3-{2-ethyl-4-[(7-methoxy-4-quinazolinyl)oxy]phenyl}-1-[3-(trifluoromethyl)phenyl]-2,4-imidazolidinedione C(C)C1=C(C=CC(=C1)OC1=NC=NC2=CC(=CC=C12)OC)N1C(N(CC1=O)C1=CC(=CC=C1)C(F)(F)F)=O